2-[1-[3-cyclopropyl-6-fluoro-4-oxo-2-[(3S)-tetrahydrofuran-3-yl]quinazolin-8-yl]ethylamino]benzoic acid C1(CC1)N1C(=NC2=C(C=C(C=C2C1=O)F)C(C)NC1=C(C(=O)O)C=CC=C1)[C@H]1COCC1